(R)-3-(1-acetyl-4-fluoropiperidin-4-yl)-5-((1-(3-(difluoromethyl)-2-fluorophenyl)ethyl)amino)-8-(2-(dimethylamino)ethoxy)-1,7-dimethyl-1,6-naphthyridin-2(1H)-one C(C)(=O)N1CCC(CC1)(F)C=1C(N(C2=C(C(=NC(=C2C1)N[C@H](C)C1=C(C(=CC=C1)C(F)F)F)C)OCCN(C)C)C)=O